C(C)(=O)N1CC(C1)N1CC(=CC=C1)NC=1C=C2N=CC=NC2=C(C1)C1=CC=C2C=CN(C2=C1)C N-(1-acetylazetidin-3-yl)-3-{[8-(1-methyl-1H-indol-6-yl)quinoxalin-6-yl]amino}pyridine